2-(2,4-dichlorophenyl)-2H-1,2,3-triazole-4-carboxylic acid Ethyl-2-(2,4-dichlorophenyl)-2H-1,2,3-triazole-4-carboxylate C(C)OC(=O)C1=NN(N=C1)C1=C(C=C(C=C1)Cl)Cl.ClC1=C(C=CC(=C1)Cl)N1N=CC(=N1)C(=O)O